2-(5-cyanopyridin-2-yl)acetic acid methyl ester COC(CC1=NC=C(C=C1)C#N)=O